2,5,6-trimethyl-7-(3-(trifluoromethyl)-7,8-dihydro-1,6-naphthyridin-6(5H)-yl)-[1,2,4]triazolo[4,3-a]pyrimidin-3(2H)-one CN1N=C2N(C(=C(C(=N2)N2CC=3C=C(C=NC3CC2)C(F)(F)F)C)C)C1=O